C(C1=CC=CC=C1)OC(CC(=O)N)C 3-(benzyloxy)butanamide